allyl 2,3,3-triphenyl-4-trifluoromethylbenzoate C1(=CC=CC=C1)C1C(C(=O)OCC=C)=CC=C(C1(C1=CC=CC=C1)C1=CC=CC=C1)C(F)(F)F